O1C(C1)C1=NC=CC(=C1)C=1C(=C2CCCC2=CC1)NC(=O)NS(=O)(=O)C N-((5-(2-(oxiran-2-yl)pyridin-4-yl)-2,3-dihydro-1H-inden-4-yl)carbamoyl)methanesulfonamide